N-(6-methoxy-1-methylindazol-7-yl)-6-(5-methyl-2H-1,2,4-triazol-3-yl)pyridine-3-sulfonamide COC1=CC=C2C=NN(C2=C1NS(=O)(=O)C=1C=NC(=CC1)C=1NN=C(N1)C)C